2-(5'-azidopyranyl)alanine N(=[N+]=[N-])C=1C=CC(OC1)[C@](N)(C)C(=O)O